C(C)(C)(C)OC(=O)N1[C@@H](C[C@H](C1)F)C(NC1=NC(=C(C=C1C)F)Br)=O (2s,4r)-2-((6-bromo-5-fluoro-3-methylpyridin-2-yl)carbamoyl)-4-fluoropyrrolidine-1-carboxylic acid tert-butyl ester